4-(5-bromo-2-((3-hydroxyadamantane-1-yl)amino)-6-methoxypyrimidin-4-yl)-2-fluorobenzonitrile BrC=1C(=NC(=NC1OC)NC12CC3(CC(CC(C1)C3)C2)O)C2=CC(=C(C#N)C=C2)F